3-(2-hydroxypropan-2-yl)pyridine OC(C)(C)C=1C=NC=CC1